2-(azepan-1-yl)-N-(2-cyano-4-pyridinyl)-5-(trifluoromethyl)pyridine-3-carboxamide N1(CCCCCC1)C1=NC=C(C=C1C(=O)NC1=CC(=NC=C1)C#N)C(F)(F)F